FC1=C2C(=NN=C(C2=C(C(=C1F)F)F)C#N)C=1SC=CC1 5,6,7,8-tetrafluoro-1-cyano-4-(2-thienyl)phthalazine